ClC1=NC(=CC(=C1)C(C)(C)NC(OCC1=CC=CC=C1)=O)C(CNC(=O)C1=CC(=NN1C)C=1N=CSC1)(C)O benzyl (2-(2-chloro-6-(2-hydroxy-1-(1-methyl-3-(thiazol-4-yl)-1H-pyrazole-5-carboxamido)propan-2-yl)pyridin-4-yl)propan-2-yl)carbamate